(S)-5-(tert-butoxy)-4-hydroxy-5-oxopentanoic acid C(C)(C)(C)OC([C@H](CCC(=O)O)O)=O